7-Chloro-6-fluoro-4-[(thiophen-3-yl)methyl]-3,4-dihydro-2H-1,4-benzoxazine-5-carboxylic acid Methyl-7-chloro-6-fluoro-4-(3-thienylmethyl)-2,3-dihydro-1,4-benzoxazine-5-carboxylate COC(=O)C=1C(=C(C=C2C1N(CCO2)CC2=CSC=C2)Cl)F.ClC=2C=C1C(N(CCO1)CC1=CSC=C1)=C(C2F)C(=O)O